C(C)(=O)N1C[C@H]([C@@H](C1)C1=CC=CC=C1)C(=O)OCC |r| Ethyl (±)-trans-1-acetyl-4-phenylpyrrolidine-3-carboxylate